6-((tert-butyldimethylsilyl)oxy)-6-methyl-6,7-dihydro-5H-pyrazolo[5,1-b][1,3]oxazine [Si](C)(C)(C(C)(C)C)OC1(CN2C(OC1)=CC=N2)C